4-bromo-2-methoxybenzene-1-sulfonyl chloride BrC1=CC(=C(C=C1)S(=O)(=O)Cl)OC